CN1C(=NC2=C1C=CC=C2)C=2C=C(C1=C(N(C(=N1)CCC)CC1=CC=C(C=C1)C=1C(=CC=CC1)C(=O)O)C2)C 4'-{[1,4'-dimethyl-2'-propyl-(2,6'-bi-1h-benzoimidazol)-1'-yl]methyl}-[1,1'-biphenyl]-2-carboxylic acid